4-(1-methylpyrrolidin-3-yl)-7-phenyl-6,7-dihydro-5H-pyrrolo[2,3-d]pyrimidin-2-ylmorpholine CN1CC(CC1)C=1C2=C(N=C(N1)N1CCOCC1)N(CC2)C2=CC=CC=C2